FC(C)(F)C=1C=CC(=C(C1)O)C1=C(N=C(N=N1)N1CC[C@H]2[C@@H]1CN(CC2)C)C 5-(1,1-difluoroethyl)-2-(5-methyl-3-((3aS,7aR)-6-methyloctahydro-1H-pyrrolo[2,3-c]pyridin-1-yl)-1,2,4-triazin-6-yl)phenol